4-(7-methoxy-2-methyl-4-(((R)-1-(4-(2-((Methylamino)methyl)phenyl)thiophen-2-yl)ethyl)amino)quinazolin-6-yl)-N-methylcyclohexane-1-carboxamide COC1=C(C=C2C(=NC(=NC2=C1)C)N[C@H](C)C=1SC=C(C1)C1=C(C=CC=C1)CNC)C1CCC(CC1)C(=O)NC